(S)-7-(3-((benzyloxy)methyl)-4-ethyl-5-oxo-4,5-dihydro-1H-1,2,4-triazol-1-yl)-3-(2-chloro-6-fluorophenyl)-6-fluoro-1-(pentan-2-yl)-2,3-dihydroquinazolin-4(1H)-one C(C1=CC=CC=C1)OCC1=NN(C(N1CC)=O)C1=C(C=C2C(N(CN(C2=C1)[C@@H](C)CCC)C1=C(C=CC=C1F)Cl)=O)F